(E)-N,N-dimethyl-2-pyrimidin-2-yl-vinylamine CN(C)\C=C\C1=NC=CC=N1